1-iodo-2-(2,3,4,6-tetra-O-acetyl-α-D-glucopyranosyl)ethane ICC[C@@H]1[C@H](OC(C)=O)[C@@H](OC(C)=O)[C@H](OC(C)=O)[C@H](O1)COC(C)=O